5-(3-bromopropyl)-1,3,4-thiadiazol-2-amine BrCCCC1=NN=C(S1)N